C1(CCCCCC1)CNC(=O)C1=CC2=C(NC(=N2)CC2=C(C(=CC=C2)F)OC)C=C1 N-(cycloheptylmethyl)-2-[(3-fluoro-2-methoxy-phenyl)methyl]-1H-benzimidazole-5-carboxamide